N-(3-chloro-4-methylphenyl)-3-[2-(2,6-dioxo-hexahydropyridin-3-yl)-1-oxo-2,3-dihydro-1H-isoindol-5-yl]-2-methylpropanamide ClC=1C=C(C=CC1C)NC(C(CC=1C=C2CN(C(C2=CC1)=O)C1C(NC(CC1)=O)=O)C)=O